5-[4-amino-5-(trifluoromethyl)pyrrolo[2,1-f][1,2,4]triazin-7-yl]-N-[(3R,4S)-1-(3,3-difluorocyclopentanecarbonyl)-4-fluoropyrrolidin-3-yl]pyridine-3-carboxamide NC1=NC=NN2C1=C(C=C2C=2C=C(C=NC2)C(=O)N[C@@H]2CN(C[C@@H]2F)C(=O)C2CC(CC2)(F)F)C(F)(F)F